ClC1=CC=C(C=C1)C1CC=NN1C(=O)C12CC(C1)(C2)COC=2N=CC(=NC2)C#N 5-((3-(5-(4-chlorophenyl)-4,5-dihydro-1H-pyrazole-1-carbonyl)bicyclo[1.1.1]pentan-1-yl)methoxy)pyrazine-2-carbonitrile